3-chloro-4-cyclobutylpyridazine ClC=1N=NC=CC1C1CCC1